CS(=O)(=O)OCCC12CN(CC(CC1)N2C(=O)OC(C)(C)C)C(C2=CC=CC=C2)(C2=CC=CC=C2)C2=CC=CC=C2 tert-butyl 1-(2-((methylsulfonyl)oxy)ethyl)-3-trityl-3,8-diazabicyclo[3.2.1]octane-8-carboxylate